NC1=C(C=C(N=N1)C1=C(C=CC(=C1)F)O)N1CC2CCC(C1)N2 2-(6-amino-5-(3,8-diazabicyclo[3.2.1]oct-3-yl)pyridazin-3-yl)-4-fluorophenol